(1S,4S)-N-((5-(trifluoromethyl)pyridin-2-yl)methyl)-2-oxa-5-azabicyclo[2.2.1]heptan-5-amine FC(C=1C=CC(=NC1)CNN1[C@@H]2CO[C@H](C1)C2)(F)F